NC1=C(C(N(C2=CC(=CC=C12)C(F)(F)F)C1CCOCC1)=O)C(=O)OC methyl 4-amino-2-oxo-1-(3,4,5,6-tetrahydro-2H-pyran-4-yl)-7-(trifluoromethyl)-1,2-dihydroquinoline-3-carboxylate